bromo-2-chloro-3-fluoro-1,1'-biphenyl BrC1=C(C(=C(C=C1)C1=CC=CC=C1)Cl)F